(P)-1-(6-(3-fluoro-4-(5-hydroxy-2-methylphenyl)-7,7-dimethyl-7,8-dihydro-5H-pyrano[4,3-b]pyridin-2-yl)-2,6-diazaspiro[3.4]octan-2-yl)-2-propen-1-one FC=1C(=C2C(=NC1N1CC3(CN(C3)C(C=C)=O)CC1)CC(OC2)(C)C)C2=C(C=CC(=C2)O)C